ClC=1N=NC(=C2C1N(C=C2)COCC[Si](C)(C)C)N([C@H]2CN(CCC2)C(=O)OC(C)(C)C)C tert-butyl (R)-3-((7-chloro-1-((2-(trimethylsilyl)ethoxy)methyl)-1H-pyrrolo[2,3-d]pyridazin-4-yl)(methyl)amino)piperidine-1-carboxylate